3-((diethylamino)methyl)-7-nitroquinolin-8-ol C(C)N(CC)CC=1C=NC2=C(C(=CC=C2C1)[N+](=O)[O-])O